BrC1=CC=C(CN(C(=O)[C@H]2CN(CCC2)C=2C=C(OC(C(=O)N3CC4(C3)CCN(CC4)C(=O)OC(C)(C)C)(C)C)C=CC2)C2CC2)C=C1 tert-butyl (R)-2-(2-(3-(3-((4-bromobenzyl)(cyclopropyl)carbamoyl)piperidin-1-yl)phenoxy)-2-methylpropanoyl)-2,7-diazaspiro[3.5]nonane-7-carboxylate